CC1(C2=CC=CC=C2C=2C=CC(=CC12)C1=NC(=NC(=N1)C1=CC=2C(C3=CC=CC=C3C2C=C1)(C)C)B(O)O)C (4,6-bis(9,9-dimethyl-9H-fluoren-2-yl)-1,3,5-triazin-2-yl)boronic acid